The molecule is an ammonium ion derivative resulting from the protonation of the amino group of 4-{2-[(2-hydroxybenzyl)amino]ethyl}-2,5-dimethoxybenzonitrile. It is a conjugate acid of a 4-{2-[(2-hydroxybenzyl)amino]ethyl}-2,5-dimethoxybenzonitrile. COC1=CC(=C(C=C1CC[NH2+]CC2=CC=CC=C2O)OC)C#N